2-(4-methoxypyrimidine-5-yl)-5-methyl-1H-pyrrole-3-carboxylic acid methyl ester COC(=O)C1=C(NC(=C1)C)C=1C(=NC=NC1)OC